N-(((9H-fluoren-9-yl)methoxy)carbonyl)-O-((5-fluoropyridin-3-yl)methyl)-N-methyl-L-serine C1=CC=CC=2C3=CC=CC=C3C(C12)COC(=O)N([C@@H](COCC=1C=NC=C(C1)F)C(=O)O)C